2-(3-bromo-5-methoxyphenyl)acetaldehyde BrC=1C=C(C=C(C1)OC)CC=O